N[C@H](C(=O)N[C@H](C(=O)NCC1=CC=CC2=CC=CC=C12)COC)CC(=O)NOC(C)(C)C (S)-2-amino-N4-(tert-butoxy)-N1-((S)-3-methoxy-1-((naphthalen-1-ylmethyl)amino)-1-oxopropan-2-yl)succinamide